2-(3,3-Difluoropyrrolidin-1-yl)ethyl 4-[2-(4-fluorophenyl)-4-oxo-1,3-thiazolidin-3-yl]-3-methylbenzoate FC1=CC=C(C=C1)C1SCC(N1C1=C(C=C(C(=O)OCCN2CC(CC2)(F)F)C=C1)C)=O